3-(5-((4-(1-(4-(5,7-dimethoxy-4-oxo-3,4-dihydroquinazolin-2-yl)phenyl)piperidin-4-yl)piperazin-1-yl)methyl)-7-fluoro-1-oxoisoindolin-2-yl)piperidine-2,6-dione COC1=C2C(NC(=NC2=CC(=C1)OC)C1=CC=C(C=C1)N1CCC(CC1)N1CCN(CC1)CC=1C=C2CN(C(C2=C(C1)F)=O)C1C(NC(CC1)=O)=O)=O